(3E)-12-chloro-3-dodecen-1-ol ClCCCCCCCC/C=C/CCO